5-chloro-3-((3aR,3bR,4aS,5R,5aS)-2,2-dimethylhexahydrocyclopropa[3,4]cyclopenta[1,2-d][1,3]dioxol-5-yl)-N-((6-methoxypyridin-2-yl)methyl)-3H-imidazo[4,5-b]pyridin-7-amine ClC1=CC(=C2C(=N1)N(C=N2)[C@@H]2[C@@H]1[C@H]([C@@H]3[C@H]2OC(O3)(C)C)C1)NCC1=NC(=CC=C1)OC